ClC=1C=CC(=C(C1)C1=NNC=C1C1=NC2=CC(=CN=C2C=C1)C=1C(=NN2C1NCCC2)C)F 2-[3-(5-chloro-2-fluoro-phenyl)-1H-pyrazol-4-yl]-7-(2-methyl-4,5,6,7-tetrahydropyrazolo[1,5-a]pyrimidin-3-yl)-1,5-naphthyridine